tert-butyl 7-(3-amino-2-nitrophenyl)-4,7-diazaspiro[2.5]octane-4-carboxylate NC=1C(=C(C=CC1)N1CCN(C2(CC2)C1)C(=O)OC(C)(C)C)[N+](=O)[O-]